OC[C@@H]1CN(CC1)C1=NC(N(C2=CC(=CC=C12)C(F)(F)F)C(C)C=1N=CN(C1)COCC[Si](C)(C)C)=O 4-((S)-3-(hydroxymethyl)pyrrolidin-1-yl)-7-(trifluoromethyl)-1-(1-(1-((2-(trimethylsilyl)ethoxy)methyl)-1H-imidazol-4-yl)ethyl)quinazolin-2(1H)-one